N1C2C(CC1=O)CCC2 Hexahydrocyclopenta[b]pyrrol-2(1H)-one